C1(=C(C(=C(C(=C1Br)Br)Br)Br)Br)OC2=C(C(=C(C(=C2Br)Br)Br)Br)Br decabromodiphenylether